C(C)(C)(C)C=1C=C(C=C(C1O)C(C)(C)C)CCC(=O)NNC(CCC1=CC(=C(C(=C1)C(C)(C)C)O)C(C)(C)C)=O N,N'-bis[β-(3,5-Di-tert-butyl-4-hydroxyphenyl)propionyl]hydrazine